6-benzoylaminoimidazo[1,2-a]pyridine-2-carboxylic acid ethyl ester C(C)OC(=O)C=1N=C2N(C=C(C=C2)NC(C2=CC=CC=C2)=O)C1